C(C)(C)(C)C1=CC(=C(NC2=CC=C(C=C2)C(C)(C)C)C=C1)C 4-(tert-butyl)-N-(4-(tert-butyl)phenyl)-2-methylaniline